3-methyl-1,2,3,4-tetrahydro-8-quinolinesulfonic acid CC1CNC2=C(C=CC=C2C1)S(=O)(=O)O